3-(1-oxo-5-(4-(6-(trifluoromethoxy)pyridin-2-yl)-1H-1,2,3-triazol-1-yl)isoindolin-2-yl)piperidine-2,6-dione O=C1N(CC2=CC(=CC=C12)N1N=NC(=C1)C1=NC(=CC=C1)OC(F)(F)F)C1C(NC(CC1)=O)=O